CN(C1(CCC2(CN(C(N2CCC2(CCC2)OC)=O)CC2=CC=C(C=C2)OC)CC1)C1=CC=CC=C1)C cis-8-dimethylamino-1-[2-(1-methoxy-cyclobutyl)-ethyl]-3-[(4-methoxyphenyl)-methyl]-8-phenyl-1,3-diazaspiro[4.5]decan-2-one